(2R,5S)-4-(1-(4-fluoro-2-isopropylpyridin-3-yl)-2-carbonyl-1,2,5,6,7,8-hexahydropyrido[3,4-d]pyrimidin-4-yl)-2,5-dimethylpiperazine-1-carboxylic acid tert-butyl ester C(C)(C)(C)OC(=O)N1[C@@H](CN([C@H](C1)C)C=1C2=C(N(C(N1)=C=O)C=1C(=NC=CC1F)C(C)C)CNCC2)C